CC(CCCCCCCCCC(C)O)O 2,12-Tridecanediol